C[C@@H]1[C@@H](COC1)O (3s,4s)-4-methyltetrahydrofuran-3-ol